(R)-1-benzyl 5-tert-butyl 3,3-dimethyl-2-((phenoxycarbonyl)amino)pentanedioate CC([C@H](C(=O)OCC1=CC=CC=C1)NC(=O)OC1=CC=CC=C1)(CC(=O)OC(C)(C)C)C